CC(C#CC=1C=CC(=NC1)S(=O)(=O)N1C[C@@H]([C@@](C1)(CO)O)OC1=CC(=C(C#N)C=C1)F)(C)C 4-(((3S,4R)-1-((5-(3,3-dimethylbut-1-yn-1-yl)pyridin-2-yl)sulfonyl)-4-hydroxy-4-(hydroxymethyl)pyrrolidin-3-yl)oxy)-2-fluorobenzonitrile